FC1=NNC=C1C1CNCC(C1)C 3-(3-fluoro-1H-pyrazol-4-yl)-5-methylpiperidine